3,4-difluoro-D-phenylalanine FC=1C=C(C[C@@H](N)C(=O)O)C=CC1F